COC(CCC(=O)C=1NC=C(C1)C1=COC2=C1C=CC=C2)=O 4-(4-(benzofuran-3-yl)-1H-pyrrole-2-yl)-4-oxobutyric acid methyl ester